5-(tert-butyl)-9-chloro-1-methyl-2-oxo-11-(trifluoromethyl)-1,2,5,6-tetrahydropyrido[2',1':2,3]imidazo[4,5-h]quinoline-3-carboxylic acid C(C)(C)(C)C1C=2C=C(C(N(C2C2=C(C1)N1C(=N2)C(=CC(=C1)Cl)C(F)(F)F)C)=O)C(=O)O